N1(CCCC1)CCCOC1=CC2=C(SC(=C2)C(=O)O)C=C1 5-(3-(pyrrolidin-1-yl)propoxy)benzo[b]thiophene-2-carboxylic acid